4-[(2-cyanophenyl)methyl]-N-{[4-(furan-2-yl)phenyl]methyl}-6-methyl-1-(2-methylpropanoyl)piperazine-2-carboxamide C(#N)C1=C(C=CC=C1)CN1CC(N(C(C1)C)C(C(C)C)=O)C(=O)NCC1=CC=C(C=C1)C=1OC=CC1